C(C=C)(=O)O.O(C1=CC=CC=C1)C(CO)OCCOCCO 2-phenoxytriethylene glycol acrylate